NC1=CC(=C(C=C1)C1=CN=C(S1)[C@@H]1CC[C@H](CC1)NC(OC(C)C)=O)S(=O)(=O)N1CCCC1 isopropyl trans-N-[4-[5-(4-amino-2-pyrrolidin-1-ylsulfonyl-phenyl)thiazol-2-yl]cyclohexyl]carbamate